1-(8-Cyano-quinolin-5-yl)-piperidine-4-carboxylic acid [2-(ethyl-methyl-amino)-ethyl]-amide C(C)N(CCNC(=O)C1CCN(CC1)C1=C2C=CC=NC2=C(C=C1)C#N)C